O[C@@H]1C[C@H](CN(C1)C1=NC2=C(N1C)C=CC(=C2)[N+](=O)[O-])NC(OC(C)(C)C)=O tert-Butyl ((3R,5R)-5-hydroxy-1-(1-methyl-5-nitro-1H-benzo[d]imidazol-2-yl)piperidin-3-yl)carbamate